isopropyl(cyclopentadienyl)(fluorenyl)titanium dichloride [Cl-].[Cl-].C(C)(C)[Ti+2](C1=CC=CC=2C3=CC=CC=C3CC12)C1C=CC=C1